O=C1NC(CCC1N1C(C2=CC(=C(C=C2C1)NC(OC1=CC=CC=C1)=O)F)=O)=O phenyl (2-(2,6-dioxopiperidin-3-yl)-6-fluoro-1-oxoisoindolin-5-yl)carbamate